(6-bromoimidazo[1,2-a]pyridin-3-yl)methanol BrC=1C=CC=2N(C1)C(=CN2)CO